C1(=C(C(=C(C(=C1[2H])[2H])[2H])[2H])[2H])N[C@@H](C)C(=O)O [2H5]phenylalanine